ClC1=NC(=CC=C1C(=O)NS(=O)(=O)C1=CC=CC(=N1)NCCC1C(N(CC1)C(=O)OC(C)(C)C)(C)C)N1N=C(C=C1)OCCC1(CC1)C(F)(F)F tert-Butyl 3-[2-[[6-[[2-chloro-6-[3-[2-[1-(trifluoromethyl)cyclopropyl]ethoxy]pyrazol-1-yl]pyridine-3-carbonyl]sulfamoyl]-2-pyridyl]amino]ethyl]-2,2-dimethyl-pyrrolidine-1-carboxylate